C(C1=CC=CC=C1)OC(=O)N[C@@H](C(=O)O)CC1=CC=CC=C1 (2R)-2-(benzyloxycarbonylamino)-3-phenyl-propionic acid